2-[6-(5-Chloropyrimidin-2-yl)-6-deutero-2-azaspiro[3.3]hept-2-yl]-4-(((dideuterohydroxymethyl)cyclobutyl)amino)-6,7-dihydrothieno[3,2-d]pyrimidine-5-oxide ClC=1C=NC(=NC1)C1(CC2(CN(C2)C=2N=C(C3=C(N2)CCS3=O)NC3(CCC3)C(O)([2H])[2H])C1)[2H]